1-(3-bromophenyl)-2,2,2-trifluoroethane-1-one BrC=1C=C(C=CC1)C(C(F)(F)F)=O